BrC1=NN(C2=CC(=CC=C12)C(=O)OC)C1CCCC1 methyl 3-bromo-1-cyclopentyl-1H-indazole-6-carboxylate